COC=1C=C2[C@]3(C(NC2=CC1)=O)[C@@H](C3)C3=CC=C1C(=NNC1=C3)NC=3C1=C(N=C(N3)C)CCC1 (1r,2s)-5'-methoxy-2-{3-[(2-methyl-6,7-dihydro-5H-cyclopenta[d]pyrimidin-4-yl)amino]-1H-indazol-6-yl}spiro[cyclopropan-1,3'-indol]-2'(1'H)-one